triphenylsulfonium, trifluoromethanesulfonic acid salt FC(S(=O)(=O)[O-])(F)F.C1(=CC=CC=C1)[S+](C1=CC=CC=C1)C1=CC=CC=C1